(S)-1-(2-((S)-3-(2-(1H-pyrazol-3-yl)phenoxy)pyrrolidin-1-yl)acetyl)pyrrolidine-2-carbonitrile N1N=C(C=C1)C1=C(O[C@@H]2CN(CC2)CC(=O)N2[C@@H](CCC2)C#N)C=CC=C1